CN(C1=CC=C(C=C1)N1C=NC(=C1)NC=1N=CC(=NC1)C#N)C1CCN(CC1)C 5-((1-(4-(Methyl(1-methylpiperidin-4-yl)amino)phenyl)-1H-imidazol-4-yl)amino)pyrazine-2-carbonitrile